methyl L-leucinate hydrogen chloride salt Cl.N[C@@H](CC(C)C)C(=O)OC